(R)-3-(2-((2-Azaspiro[3.3]heptan-5-yl)amino)-5-(trifluoromethyl)pyrimidin-4-yl)-1H-pyrrole C1NCC12[C@@H](CC2)NC2=NC=C(C(=N2)C2=CNC=C2)C(F)(F)F